3-amino-5-mercapto-1,2,4-triazolyl-phenol NC1=NN(C(=N1)S)C1=C(C=CC=C1)O